FC1=C(C(=CC=C1)F)C1CC(=NO1)C=1N=C(SC1)C1CCN(CC1)C(CN1C(=NC2=C1C=C(C=C2)F)O)=O 1-(4-(4-(5-(2,6-difluorophenyl)-4,5-dihydroisoxazol-3-yl)thiazol-2-yl)piperidin-1-yl)-2-(6-fluoro-2-hydroxy-1H-benzimidazol-1-yl)ethan-1-one